3-(cyclobutylethynyl)-4-((1S,2S)-2-(difluoromethyl)cyclopropyl)-6-(2,4-dimethoxypyrimidin-5-yl)pyridazine C1(CCC1)C#CC=1N=NC(=CC1[C@@H]1[C@H](C1)C(F)F)C=1C(=NC(=NC1)OC)OC